[N+](=O)([O-])C1=CC=C(NC([C@@H](N)CC2=CC=CC=C2)=O)C=C1 Phenylalanin-para-Nitroanilid